FC1([C@@H](CN(C1)C1COC1)NC1=NN2C(C(=N1)OC)=C(C=C2)C=2C=C1N=CC=NC1=CC2)F (R)-N-(4,4-difluoro-1-(oxetan-3-yl)pyrrolidin-3-yl)-4-methoxy-5-(quinoxalin-6-yl)pyrrolo[2,1-f][1,2,4]triazin-2-amine